FC(C(CC=C)(O)C1=CC=CC=C1)(F)F 1,1,1-trifluoro-2-phenyl-4-penten-2-ol